Ethyl 2-(1-(3,5-difluorophenyl)-1H-pyrazol-3-yl)acetate FC=1C=C(C=C(C1)F)N1N=C(C=C1)CC(=O)OCC